2-{[(3R,4S)-1-{4-[(8-{3-[(ethanesulfonyl)methyl]azetidin-1-yl}-5-(propan-2-yl)isoquinolin-3-yl)amino]pyrimidin-2-yl}-3-fluoro-piperidin-4-yl]oxy}ethan-1-ol C(C)S(=O)(=O)CC1CN(C1)C=1C=CC(=C2C=C(N=CC12)NC1=NC(=NC=C1)N1C[C@H]([C@H](CC1)OCCO)F)C(C)C